C(C)OC(=O)[C@]1(CC([C@H](C1)OCC1=CC=CC=C1)(F)F)CC1=CC(=CC=C1)C1=NC=C(C=N1)Br |o1:5,8| (1R*,4S*)-4-(benzyloxy)-1-(3-(5-bromopyrimidin-2-yl)benzyl)-3,3-difluorocyclopentane-1-carboxylic acid ethyl ester